FC1=C(C#N)C=CC(=C1)C1=CC(=NN1C1=CC2=CN(N=C2C=C1)C)NC[C@H]1CNCCC1 (R)-2-fluoro-4-(1-(2-methyl-2H-indazol-5-yl)-3-((piperidin-3-ylmethyl)-amino)-1H-pyrazol-5-yl)benzonitrile